tert-butyl N-[(3S)-1'-{1-phenyl-1H-pyrazolo[3,4-d]pyrimidin-4-yl}-1,3-dihydrospiro[indene-2,4'-piperidin]-3-yl]carbamate C1(=CC=CC=C1)N1N=CC=2C1=NC=NC2N2CCC1(CC2)CC2=CC=CC=C2[C@H]1NC(OC(C)(C)C)=O